ethyl 2-(3-fluoro-2-methoxy-5-((2-(triisopropylsilyl)thiazol-5-yl)methyl)phenyl)acetate FC=1C(=C(C=C(C1)CC1=CN=C(S1)[Si](C(C)C)(C(C)C)C(C)C)CC(=O)OCC)OC